6-[[5-[5-[[(1S,5R)-9-ethyl-3-oxa-9-azabicyclo[3.3.1]nonan-7-yl]oxy]-2-methyl-4-pyridyl]pyrazolo[1,5-a]pyridin-2-yl]amino]-N-methyl-pyridine-3-carboxamide C(C)N1[C@@H]2COC[C@H]1CC(C2)OC=2C(=CC(=NC2)C)C2=CC=1N(C=C2)N=C(C1)NC1=CC=C(C=N1)C(=O)NC